trans-1-((4-((S)-3-(3-cyano-5-fluorophenyl)isoxazolidine-2-carbonyl)cyclohexyl)methyl)-4-methyl-1H-imidazole-5-carbonitrile C(#N)C=1C=C(C=C(C1)F)[C@H]1N(OCC1)C(=O)[C@@H]1CC[C@H](CC1)CN1C=NC(=C1C#N)C